NC=1C(=C(C(=O)O)C=C(C1)N)CCCCCCCCCCCOC1=CC=C(C=C1)\C=C\C(C1=CC=C(C=C1)C1=CC=C(C=C1)CCC)=O 3,5-Diamino-2-[11-[4-[(E)-3-oxo-3-[4-(4-propylphenyl)phenyl]prop-1-enyl]phenoxy]undecyl]benzoic acid